C1(CC1)C=1C=C2N(N=CC=C2)C1 6-cyclopropylpyrrolo[1,2-b]pyridazin